CN(C=N)C N,N-dimethyl-methanimidamide